1,1-bis(3'-methyl-4'-hydroxyphenyl)ethane CC=1C=C(C=CC1O)C(C)C1=CC(=C(C=C1)O)C